2-(1-(3-hydroxy-5-(1-phenyl-1H-pyrazol-4-yl)picolinamido)cyclopropyl)acetic acid OC=1C(=NC=C(C1)C=1C=NN(C1)C1=CC=CC=C1)C(=O)NC1(CC1)CC(=O)O